2-((2-(2-chloro-3,4-bis((4-methoxybenzyl)oxy)-N-((tetrahydro-2H-pyran-2-yl)oxy)benzamido)ethyl)amino)-2-oxoacetic acid ClC1=C(C(=O)N(OC2OCCCC2)CCNC(C(=O)O)=O)C=CC(=C1OCC1=CC=C(C=C1)OC)OCC1=CC=C(C=C1)OC